N-laurylitaconimide C(CCCCCCCCCCC)N1C(C(=C)CC1=O)=O